2-(8-Fluoro-4-oxothiochroman-3-yl)-2-oxoethyl acetate C(C)(=O)OCC(=O)C1CSC2=C(C=CC=C2C1=O)F